FC=1C(=CC(=NC1)OCC(F)(F)F)CNC(OCCCC)=O butyl ((5-fluoro-2-(2,2,2-trifluoroethoxy)pyridin-4-yl)methyl)carbamate